C(C)(C)(C)OC(NC1CC(C1)NC1=C(C(N(C=2N(C(N(C(C21)=O)C2CC2)=O)C2=C(C=C(C=C2)I)F)C)=O)C)=O (3-((3-cyclopropyl-1-(2-fluoro-4-iodophenyl)-6,8-dimethyl-2,4,7-trioxo-1,2,3,4,7,8-hexahydropyrido[2,3-d]pyrimidin-5-yl)amino)cyclobutyl)carbamic acid tert-butyl ester